2-((S)-4-((R)-4-chloro-2'-(((S)-4-methylmorpholin-3-yl)methoxy)-2,3,5',8'-tetrahydro-6'H-spiro[inden-1,7'-quinazolin]-4'-yl)-1-(2-fluoroacryloyl)piperazin-2-yl)acetonitrile ClC1=C2CC[C@@]3(CCC=4C(=NC(=NC4C3)OC[C@H]3N(CCOC3)C)N3C[C@@H](N(CC3)C(C(=C)F)=O)CC#N)C2=CC=C1